C(#N)C=1C=C(C=CC1)C=1N=C(SC1C1=CC(=NC(=C1)C)C)NC(=O)N1CC2N(CC1)C(CN(C2=O)C)=O N-[4-(3-cyanophenyl)-5-(2,6-dimethyl-4-pyridyl)thiazol-2-yl]-8-methyl-6,9-dioxo-3,4,7,9a-tetrahydro-1H-pyrazino[1,2-a]pyrazine-2-carboxamide